ClC=1C2=C(N=CN1)N(C(=C2)Cl)C2=CC(=C(C=C2)C2N(CCOC2)C(=O)OC(C)(C)C)F tert-Butyl 3-(4-(4,6-dichloro-7H-pyrrolo[2,3-d]pyrimidin-7-yl)-2-fluorophenyl)morpholine-4-carboxylate